[4-[2-(trifluoromethyl)-4-pyridyl]phenyl] trifluoromethanesulfonate FC(S(=O)(=O)OC1=CC=C(C=C1)C1=CC(=NC=C1)C(F)(F)F)(F)F